7-Fluoro-5-methyl-4-oxo-8-(pyrrolidin-1-yl)-2,3,4,5-tetrahydrobenzo[b][1,4]thiazepine FC1=CC2=C(SCCC(N2C)=O)C=C1N1CCCC1